tert-butyl 3-[hydroxy(phenyl)methyl]azetidine-1-carboxylate OC(C1CN(C1)C(=O)OC(C)(C)C)C1=CC=CC=C1